C(CN1C=NC=C1)N1C=NC=C1 1,1'-ethanediyldiimidazole